C1(=CC=CC2=CC=CC=C12)C(C#C)N 1-(1-naphthyl)prop-2-yn-1-amine